6-methoxy-N-(4-methoxyphenyl)-4-trifluoromethylquinolin-2-amine COC=1C=C2C(=CC(=NC2=CC1)NC1=CC=C(C=C1)OC)C(F)(F)F